3,7-di(tert-butyl)-S-(trifluoromethyl)dibenzothiophene C(C)(C)(C)C=1C=CC2=C(S(C3=C2C=CC(=C3)C(C)(C)C)C(F)(F)F)C1